(R)-4-(4-methyl-6-((1-methylpiperidin-3-yl)amino)pyridazin-3-yl)pyridin-3-ol CC1=C(N=NC(=C1)N[C@H]1CN(CCC1)C)C1=C(C=NC=C1)O